BrC1=CC=C2C(=N1)C(=CN2)NC(OC(C)(C)C)=O tert-Butyl N-[5-bromo-1H-pyrrolo[3,2-b]pyridin-3-yl]carbamate